BrC=1C=C(C(=O)OC)C=CC1OC1CC(C1)NC(=O)OC(C)(C)C methyl 3-bromo-4-[3-(tert-butoxycarbonylamino) cyclobutoxy]benzoate